C(C1=CC=CC=C1)OC=1C(=NC(=NC1Cl)C=1SC=C(N1)C)NC1CCC(CC1)(F)F 5-(benzyloxy)-6-chloro-N-(4,4-difluorocyclohexyl)-2-(4-methylthiazol-2-yl)pyrimidin-4-amine